5-(4-((2R,5S)-5-(4-chlorobenzyl)-2-((2,2-difluoroethoxy)methyl)morpholino)-piperidin-1-yl)-4H-1,2,4-triazol-3-amine 2,2,2-trifluoroacetate FC(C(=O)O)(F)F.ClC1=CC=C(C[C@@H]2N(C[C@@H](OC2)COCC(F)F)C2CCN(CC2)C=2NC(=NN2)N)C=C1